COCOC=1C(=CC2=CN(N=C2C1)C)C=1N=CC2=C(N1)C=CN(C2=O)[C@@H]2C[C@@H](N(CC2)C(=O)OC(C)(C)C)C tert-butyl (2S,4S)-4-[2-[6-(methoxymethoxy)-2-methyl-indazol-5-yl]-5-oxo-pyrido[4,3-d]pyrimidin-6-yl]-2-methyl-piperidine-1-carboxylate